bis-glycine carbamate C(N)(O)=O.NCC(=O)O.NCC(=O)O